O=C1NC(CCC1N1C(C2=CC=C(C=C2C1=O)N1CC2(C1)CCNCC2)=O)=O 2-(2-(2,6-dioxopiperidin-3-yl)-1,3-dioxoisoindol-5-yl)-2,7-diazaspiro[3.5]nonane